p-methoxyphenyl isothiocyanate COC1=CC=C(C=C1)N=C=S